COC1=C(C=CC(=C1)OC)C(/C=C/C=1C=C(OCC=2N=NN(C2)CC(COC=2C(SC(C2C)=O)C)O)C=CC1)=O 3-[3-[4-[[3-[(E)-3-(2,4-Dimethoxyphenyl)-3-oxoprop-1-enyl]phenoxy]methyl]triazol-1-yl]-2-hydroxypropoxy]-2,4-dimethyl-2H-thiophen-5-one